COC=1C=CC=C2C(C=CC3(C12)C(N(C(C1=CC=CC=C13)=O)C)=O)=O 8'-Methoxy-2-methyl-1H,4'H-spiro[isoquinoline-4,1'-naphthalene]-1,3,4'(2H)-trione